tert-butyl 6-hydroxy-6-methyl-1,4-diazepane-1-carboxylate OC1(CNCCN(C1)C(=O)OC(C)(C)C)C